C(C=C)N1CNN=C1CC=1N2C(SC1)=NC(=C2)C2=CC=C(C=C2)F 4-Allyl-5-((6-(4-fluorophenyl)imidazo[2,1-b]thiazol-3-yl)methyl)-2,4-dihydro-3H-1,2,4-triazol